N-(4-(cis-bicyclo[3.1.0]hexan-3-yloxy)-3,5-difluorophenyl)-2-(hexahydrocyclopenta[b]pyrrol-1(2H)-yl)-5-propyloxazole-4-carboxamide C12CC(CC2C1)OC1=C(C=C(C=C1F)NC(=O)C=1N=C(OC1CCC)N1C2C(CC1)CCC2)F